N(=NC(C(=O)OC)(C)C)C(C(=O)OC)(C)C Dimethyl 2,2'-Azobis(2-methylpropionate)